BrC1=CC=C(S1)CN(CC(=O)NCC1=CC(=CC=C1)F)C 2-(((5-Bromothiophen-2-yl)methyl)(methyl)amino)-N-(3-fluorobenzyl)acetamide